C1(=C(C=CC=C1)C=1C=CC=2NC3=CC=C(C=C3C2C1)C1=C(C=CC=C1)C)C 3,6-di-o-tolyl-9H-carbazole